3-((1,6-naphthyridin-4-yl)amino)-N-(4-(pyridin-4-yloxy)pyridin-2-yl)benzamide N1=CC=C(C2=CN=CC=C12)NC=1C=C(C(=O)NC2=NC=CC(=C2)OC2=CC=NC=C2)C=CC1